tert-butyl 6-[[1-(2,6-dioxo-3-piperidyl)-3-methyl-2-oxo-benzimidazol-4-yl]amino]-2-azaspiro[3.3]heptane-2-carboxylate O=C1NC(CCC1N1C(N(C2=C1C=CC=C2NC2CC1(CN(C1)C(=O)OC(C)(C)C)C2)C)=O)=O